N-((3R,4S)-4-fluoro-1-(oxetan-3-yl)pyrrolidin-3-yl)-5-(4-fluoro-1-isopropyl-2-methyl-1H-benzo[d]imidazol-6-yl)-4-methoxypyrrolo[2,1-f][1,2,4]triazin-2-amine F[C@@H]1[C@@H](CN(C1)C1COC1)NC1=NN2C(C(=N1)OC)=C(C=C2)C=2C=C(C1=C(N(C(=N1)C)C(C)C)C2)F